[I-].C(C1=CC=CC=C1)OC(CC1CC(C1)N(C(=O)N1C=[N+](C=C1)C)CCCCCCCC(=O)OCC1=CC=CC=C1)=O 1-({(1r,3r)-3-[2-(benzyloxy)-2-oxoethyl]cyclobutyl}[8-(benzyloxy)-8-oxooctyl]carbamoyl)-3-methyl-1H-imidazol-3-ium iodide